(2R,4S)-5-biphenyl-4-yl-4-(3-carboxy-propionylamino)-2-methyl-pentanoic acid C1(=CC=C(C=C1)C[C@H](C[C@H](C(=O)O)C)NC(CCC(=O)O)=O)C1=CC=CC=C1